(1S)-N-{(1R)-1-[5-(2-methoxyquinolin-3-yl)-1H-imidazol-2-yl]-2-[4-(1,3-oxazol-2-yl)-4-oxobutoxy]ethyl}-6-methyl-6-azaspiro[2.5]octane-1-carboxamide COC1=NC2=CC=CC=C2C=C1C1=CN=C(N1)[C@H](COCCCC(=O)C=1OC=CN1)NC(=O)[C@H]1CC12CCN(CC2)C